1-((3S,5S,8R,9S,10R,13R,14S,17R)-5,14-dihydroxy-10,13-dimethyl-17-(2-oxo-2H-pyran-5-yl)hexadecahydro-1H-cyclopenta[a]phenanthren-3-yl)-3-(2-(piperazin-1-yl)ethyl)urea O[C@]12C[C@H](CC[C@@]2([C@H]2CC[C@@]3([C@H](CC[C@@]3([C@@H]2CC1)O)C=1C=CC(OC1)=O)C)C)NC(=O)NCCN1CCNCC1